hexyl 4-oxo-1-thia-3a-aza-6-indancarboxylate O=C1N2CCSC2=CC(=C1)C(=O)OCCCCCC